6-(2-oxa-6-azaspiro[3.3]heptan-6-ylmethyl)pyridazin-3-amine C1OCC12CN(C2)CC2=CC=C(N=N2)N